(3-((3-((tert-Butoxycarbonyl)amino)benzyl)amino)-2,6-dimethylphenyl)methylene diacetate C(C)(=O)OC(C1=C(C(=CC=C1C)NCC1=CC(=CC=C1)NC(=O)OC(C)(C)C)C)OC(C)=O